3-(4-Bromobutoxy)pyrrolidine-1-carboxylic acid (R)-tert-butyl ester C(C)(C)(C)OC(=O)N1CC(CC1)OCCCCBr